CC1(CN(C1)C=1C=NNC(C1C(F)(F)F)=O)C 3,3-dimethyl-1-(6-oxo-5-(trifluoromethyl)-1,6-dihydropyridazin-4-yl)azetidin